N1=CC=C(C=C1)OCC1CN(C1)C(=O)OC(C)(C)C tert-butyl 3-((pyridin-4-yloxy) methyl)azetidine-1-carboxylate